NC1C(CC(CC1C)CC1CC(C(C(C1)C)N)C)C Bis(4-amino-3,5-dimethylcyclohexyl)methane